C(CCCCCCCCCCCCCCCCCCCCCCCCCC)OC(CCCCCCCCCCCCCCCCCCC)=O.CC1=CC=CC2=C1N=C(S2)NC(COC2=C(OC1=CC=CC=C1C2=O)C2=CC=C(C=C2)C)=O N-(4-methylbenzo[d]thiazol-2-yl)-2-((4-oxo-2-(p-tolyl)-4H-chromen-3-yl)oxy)acetamide heptacosan-1-yl-eicosanoate